N-(piperidine-4-yl)acetamide N1CCC(CC1)NC(C)=O